C(C)(C)(C)OC(NCCCCCCC(=O)N[C@H](C(=O)N1C\C(\C(/C(/C1)=C/C1=CC=C(C=C1)[N+](=O)[O-])=O)=C/C1=CC=C(C=C1)[N+](=O)[O-])CC1=CC=CC=C1)=O tert-Butyl(7-(((S)-1-(3,5-bis((E)-4-nitrobenzylidene)-4-oxopiperidin-1-yl)-1-oxo-3-phenylpropan-2-yl)amino)-7-oxoheptyl)carbamate